4-hydroxy-2-nitro-benzenemethanol OC1=CC(=C(C=C1)CO)[N+](=O)[O-]